O=C1NC2=C(N1C1CCNCC1)C=CC=C2CC(=O)OC Methyl 2-[2-oxo-1-(piperidin-4-yl)-2,3-dihydro-1H-1,3-benzodiazol-4-yl]acetate